ClC1=CC=C(N=N1)N1C[C@H](O[C@H](C1)CO)CO [(2S,6R)-4-(6-chloropyridazin-3-yl)-6-(hydroxymethyl)morpholin-2-yl]methanol